ribose 1-phosphate C([C@@H]1[C@H]([C@H]([C@H](O1)OP(=O)(O)O)O)O)O